ethyl-uridine C(C)[C@@]1([C@H](O)[C@H](O)[C@@H](CO)O1)N1C(=O)NC(=O)C=C1